CC1(OB(OC1(C)C)C1=CC=C(C=C1)C1=CC=C(C=C1)O)C 4'-(4,4,5,5-tetramethyl-1,3,2-dioxaborolan-2-yl)biphenyl-4-ol